5-amino-2-((2-(trimethylsilyl)ethoxy)methyl)isoindoline-1,3-dione NC=1C=C2C(N(C(C2=CC1)=O)COCC[Si](C)(C)C)=O